5-((5-chloro-2-(1-methyl-1H-pyrazol-3-yl)pyrimidin-4-yl)amino)-3-(3-hydroxy-3-methylbutyl)-1-methyl-1,3-dihydro-2H-benzo[d]imidazol-2-one ClC=1C(=NC(=NC1)C1=NN(C=C1)C)NC1=CC2=C(N(C(N2CCC(C)(C)O)=O)C)C=C1